N-(6-(2-acetamido-4-methylthiazol-5-yl)-2-(1-cyclopropylethyl)-3-oxo-2,3-dihydro-1H-pyrrolo[3,4-c]pyridin-4-yl)-2-cyanocyclopropane-1-carboxamide C(C)(=O)NC=1SC(=C(N1)C)C1=CC2=C(C(=N1)NC(=O)C1C(C1)C#N)C(N(C2)C(C)C2CC2)=O